FC1=C(C(=C(C(=C1F)O)F)F)S(=O)(=O)O 2,3,5,6-tetrafluoro-4-hydroxybenzenesulfonic acid